C(C)(C)(C)OC(NCC1=C(C=C(C=C1)NC=1C=NC(=NC1)N1CCC(CC1)C(C)C)C)=O (4-((2-(4-isopropylpiperidin-1-yl)pyrimidin-5-yl)amino)-2-methylbenzyl)carbamic acid tert-butyl ester